C(C)(C)(C)N1N=C(C(=C1C1=CC=C(C=C1)F)C1=CC=NC=C1)CC(=O)OC Methyl 2-[1-tert-butyl-5-(4-fluorophenyl)-4-(pyridin-4-yl)-1H-pyrazol-3-yl]Acetate